COC(C(CC)OC1=CC(=C(C=C1)C1=NC(=NC(=N1)C1=C(C=C(C=C1)OC(CC)C(=O)OC)O)C1=CC=C(C=C1)OC)O)=O 2-[3-hydroxy-4-[4-[2-hydroxy-4-(1-methoxycarbonylpropoxy)phenyl]-6-(4-methoxyphenyl)-1,3,5-triazin-2-yl]phenoxy]butanoic acid methyl ester